CC(C#C/C=C/CN(CC1=CC=CC2=CC=CC=C12)C)(C)C [(2E)-6,6-dimethylhept-2-en-4-yn-1-yl](methyl)(naphthalen-1-ylmethyl)amine